O[SiH2]C1=CC=C(C=C1)[SiH2]O 1,4-bis(hydroxysilyl)benzene